N-((1R,2S)-2-aminocyclopentyl)-4-(9H-purin-6-yl)-3,4-dihydro-2H-1,4-thiazine-6-carboxamide hydrochloride Cl.N[C@@H]1[C@@H](CCC1)NC(=O)C1=CN(CCS1)C1=C2N=CNC2=NC=N1